tert-butyl 8-amino-1-azaspiro[4.5]decane-1-carboxylate NC1CCC2(CCCN2C(=O)OC(C)(C)C)CC1